N-(2-((2-((3S,4R)-3-fluoro-4-morpholinopiperidin-1-yl)pyridin-4-yl)amino)-8-isopropyl-5-((2R,3S)-2-methyl-3-((methylsulfonyl)methyl)azetidin-1-yl)quinazolin-7-yl)acrylamide F[C@H]1CN(CC[C@H]1N1CCOCC1)C1=NC=CC(=C1)NC1=NC2=C(C(=CC(=C2C=N1)N1[C@@H]([C@H](C1)CS(=O)(=O)C)C)NC(C=C)=O)C(C)C